N-acryloylaminomethane C(C=C)(=O)NC